Ketovaline calcium salt [Ca+2].O=N[C@@H](C(C)C)C(=O)[O-].O=N[C@@H](C(C)C)C(=O)[O-]